CC1NC2=C1C=C(C=C2)C 2,4-dimethylbenzazetidine